FC=1C=2N(C=C(C1)NC(=O)C1=CC=C(C3=CN(N=C13)C)N1C(CN(CC1)C(=O)OC(C)(C)C)=O)C=C(N2)C tert-butyl 4-[7-[(8-fluoro-2-methyl-imidazo[1,2-a]pyridin-6-yl)carbamoyl]-2-methyl-indazol-4-yl]-3-oxo-piperazine-1-carboxylate